C(C1=CC=CC=C1)OC1=C(C=C2C(=NC(=NC2=C1)C)N[C@H](C)C1=CC=CC=C1)OC (R)-7-(benzyloxy)-6-methoxy-2-methyl-N-(1-phenylethyl)quinazolin-4-amine